2-(3-bromo-7-chloro-2-oxo-1,6-naphthyridin-1-yl)acetonitrile BrC=1C(N(C2=CC(=NC=C2C1)Cl)CC#N)=O